BrC1=C(C(=CC=C1)F)[Si](C)(C)C (2-bromo-6-fluorophenyl)trimethylsilane